(5S,5'R)-5,5'-(((((3,3'-dichloro-[4,4'-bipyridine]-2,2'-diyl)bis(1-methyl-1H-indole-6,3-diyl))bis(methylene))bis(azanediyl))bis(methylene))bis(pyrrolidin-2-one) ClC=1C(=NC=CC1C1=C(C(=NC=C1)C1=CC=C2C(=CN(C2=C1)C)CNC[C@H]1CCC(N1)=O)Cl)C1=CC=C2C(=CN(C2=C1)C)CNC[C@@H]1CCC(N1)=O